ClC1=CC=C(C=C1)[C@]1(CC[C@H]2N(CCN(C2)C(=O)C=2C(=C(C=CC2)N2CC(NCC2)=O)Cl)C1)O 4-[3-[(7S,9aR)-7-(4-chlorophenyl)-7-hydroxy-3,4,6,8,9,9a-hexahydro-1H-pyrido[1,2-a]pyrazine-2-carbonyl]-2-chlorophenyl]piperazin-2-one